3-(8-amino-2-(pyridin-2-ylmethyl)-[1,2,4]triazolo[1,5-a]pyrazin-6-yl)benzonitrile NC=1C=2N(C=C(N1)C=1C=C(C#N)C=CC1)N=C(N2)CC2=NC=CC=C2